CC1=NC2=CC=C(C=C2C(=C1)C1=NN(C=N1)C)C(=O)O 2-methyl-4-(1-methyl-1H-1,2,4-triazol-3-yl)quinoline-6-carboxylic acid